trans-4-(3-(1-acetyl-3-methylpiperazin-2-yl)-5-chloro-2-fluorophenyl)-6-methoxy-N-methylpicolinamide C(C)(=O)N1[C@H]([C@@H](NCC1)C)C=1C(=C(C=C(C1)Cl)C1=CC(=NC(=C1)OC)C(=O)NC)F